ClCC1=C(C(=O)OCC)C(=CC=N1)C ethyl 2-(chloromethyl)-4-methylnicotinate